N-(2,2-diethylcyclobutyl)-2-[(2,6-difluoro-4-pyridyl)amino]-5-methyl-thiazole-4-carboxamide C(C)C1(C(CC1)NC(=O)C=1N=C(SC1C)NC1=CC(=NC(=C1)F)F)CC